3,5-dimethylpiperidin-4-d-4-ol CC1CNCC(C1(O)[2H])C